4,4-dimethyl-6-(2-((4-((methylsulfonyl)methyl)pyridin-2-yl)amino)-5-(trifluoromethyl)pyrimidin-4-yl)-3,4-dihydroisoquinolin-1(2H)-one CC1(CNC(C2=CC=C(C=C12)C1=NC(=NC=C1C(F)(F)F)NC1=NC=CC(=C1)CS(=O)(=O)C)=O)C